2-fluoro-4-(6-(1-methyl-1H-pyrazolo[3,4-b]pyridin-5-yl)-3-((1-methylpiperidin-4-yl)methyl)-3H-imidazo[4,5-c]pyridin-7-yl)benzonitrile FC1=C(C#N)C=CC(=C1)C=1C2=C(C=NC1C=1C=C3C(=NC1)N(N=C3)C)N(C=N2)CC2CCN(CC2)C